C(#C)C1=C(C(=CC(=C1)C#C)C#C)OC 2,4,6-triethynyl-1-methoxybenzene